C(C(CCCCCCC)O)O nonane-1,2-diol